OC1=C(C=C(C=C1)C1(C(NC2=CC=CC=C12)=O)C1=CC(=C(C=C1)O)C)C 3,3-Bis(4-hydroxy-3-methylphenyl)oxindole